1-(4-(4-morpholinyl-6-(5-(morpholinomethyl)thiophen-2-yl)-1,3,5-triazin-2-yl)phenyl)-3-(1H-1,2,4-triazol-3-yl)urea N1(CCOCC1)C1=NC(=NC(=N1)C=1SC(=CC1)CN1CCOCC1)C1=CC=C(C=C1)NC(=O)NC1=NNC=N1